N-octyl-N,N,N-trimethylammonium methyl-carbonate COC([O-])=O.C(CCCCCCC)[N+](C)(C)C